BrC1=CC(=NC=C1)CN1CC=C(C(=C1)OC)C1=C(C=CC(=C1)Cl)N1N=NN=C1 1-((4-bromopyridin-2-yl)methyl)-4-(5-chloro-2-(1H-tetrazol-1-yl)phenyl)-5-methoxypyridin